2-[(2R)-3-(3,4-dihydro-1H-isoquinolin-2-yl)-2-hydroxypropyl]-6-[(1-methyl-3-piperidyl)oxy]-3,4-dihydroisoquinolin-1-one C1N(CCC2=CC=CC=C12)C[C@H](CN1C(C2=CC=C(C=C2CC1)OC1CN(CCC1)C)=O)O